8-cyclopropyl-2-(trifluoromethyl)-4H-pyrido[1,2-a]pyrimidin-4-one C1(CC1)C1=CC=2N(C(C=C(N2)C(F)(F)F)=O)C=C1